ClC1=CC(=C(C=C1)C1(OC2=C(O1)C=CC=C2C2CCN(CC2)CC=2N(C(=CN2)/C=C/C(=O)O)CC2=CC(=CC=C2)Cl)C)F (E)-3-(2-((4-(2-(4-chloro-2-fluorophenyl)-2-methylbenzo[d][1,3]dioxol-4-yl)piperidin-1-yl)methyl)-1-(3-chlorobenzyl)-1H-imidazol-5-yl)acrylic acid